C1=CC(=CC=C1CC(C(=O)O)N)N The molecule is a phenylalanine derivative that is phenylalanine carrying an amino group at position 4 on the benzene ring. It is a non-proteinogenic alpha-amino acid, a phenylalanine derivative and a substituted aniline.